FC1=CC=C(C=C1)[C@H](C(=O)O)O (R)-2-(4-fluorophenyl)-2-hydroxyacetic acid